C1(=CC=C(C=C1)S(=O)(=O)[O-])S(=O)(=O)[O-].[K+].[K+] dipotassium p-phenylenedisulfonate